ClC=1C=C(C=CC1C)N(C(=O)[C@H]1N(CCC1)C1=NC(=CC(=C1)C(F)(F)F)C)CCCN1CCCC1 (S)-N-(3-chloro-4-methylphenyl)-1-(6-methyl-4-(trifluoromethyl)pyridin-2-yl)-N-(3-(pyrrolidin-1-yl)propyl)pyrrolidine-2-carboxamide